C1OCC12CC(C2)NC=2N=CC1=C(N2)N(CC(=C1)C1=C(C(=CC(=C1)OC)OC)Cl)CCCN1CCNCC1 2-((2-oxaspiro[3.3]heptan-6-yl)amino)-6-(2-chloro-3,5-dimethoxyphenyl)-8-(3-(piperazin-1-yl)propyl)pyrido[2,3-d]pyrimidin